O=C1NC(CCC1C1=NN(C2=C(C=CC=C12)OCC(=O)N1CCN(CC1)S(=O)(=O)C1=CC=C(C(=O)N)C=C1)C)=O 4-((4-(2-((3-(2,6-Dioxopiperidin-3-yl)-1-methyl-1H-indazol-7-yl)oxy)acetyl)-piperazin-1-yl)sulfonyl)benzamide